FC1=C2NC(C=3N(C2=C(C(=C1)C1=C2C=CN(C2=CC(=C1)C)S(=O)(=O)C)C)C(=NN3)C)(C)C 6-fluoro-1,4,4,9-tetramethyl-8-(6-methyl-1-methylsulfonyl-1H-indol-4-yl)-5H-[1,2,4]triazolo[4,3-a]quinoxaline